tert-butyl 10-methyl-8-(1-methyl-1H-pyrazol-3-yl)-11-oxo-3,4,8,9,10,11-hexahydro-1H-pyrido[4',3':3,4]-pyrazolo[1,5-a][1,4]diazepine-2(7H)-carboxylate CN1C(C=2N(CC(C1)C1=NN(C=C1)C)N=C1C2CN(CC1)C(=O)OC(C)(C)C)=O